9,9-bis-hydroxymethylfluorene OCC1(C2=CC=CC=C2C=2C=CC=CC12)CO